1-((2R,3R,4S,5R)-3,4-dihydroxy-5-(hydroxymethyl)tetrahydrofuran-2-yl)-3-((6-(triphenylphosphonio)hexyl)carbamoyl)pyridin-1-ium O[C@H]1[C@@H](O[C@@H]([C@H]1O)CO)[N+]1=CC(=CC=C1)C(NCCCCCC[P+](C1=CC=CC=C1)(C1=CC=CC=C1)C1=CC=CC=C1)=O